C1=C(C=C(C(=C1Br)O)Br)C#N The molecule is a dibromobenzene that is 2,6-dibromophenol substituted by a cyano group at position 4. It has a role as an environmental contaminant, a xenobiotic and a herbicide. It is a member of phenols, a dibromobenzene and a hydroxynitrile. It derives from a 2,6-dibromophenol. It is a conjugate acid of a 3,5-dibromo-4-oxidobenzonitrile(1-).